docosyl 8,8'-((3-((8-(dodecyloxy)-8-carbonyloctyl)(4-hydroxybutyl)amino)propyl)azanediyl)dioctanoate C(CCCCCCCCCCC)OC(CCCCCCCN(CCCN(CCCCCCCC(=O)[O-])CCCCCCCC(=O)OCCCCCCCCCCCCCCCCCCCCCC)CCCCO)=C=O